Asarylsulfonyl chloride C1(=C(OC)C=C(OC)C(OC)=C1)S(=O)(=O)Cl